gold ethylene C=C.[Au]